2-chloro-7,7-dimethyl-6-(oxolan-3-yl)pyrrolo[3,4-b]pyridin-5-one ClC1=CC=C2C(=N1)C(N(C2=O)C2COCC2)(C)C